FC=1C=C(C=CC1F)C1=CC(=C(C=C1)C(=O)O)N1C(C2=CC(=CC=C2C1)N1N=NN=C1)=O 3',4'-Difluoro-3-(1-oxo-6-tetrazol-1-yl-1,3-dihydroisoindol-2-yl)biphenyl-4-carboxylic acid